1-methyl-6-(pyrrolidin-1-yl)pyridin-2(1H)-one CN1C(C=CC=C1N1CCCC1)=O